(2-((3R)-3-((6-(1-(1-ethoxyethyl)-1H-pyrazol-4-yl)-5-isopropyl-[1,2,4]triazolo[1,5-a]pyridin-2-yl)amino)piperidin-1-yl)-1-methyl-1H-benzo[d]imidazol-5-yl)carbamate C(C)OC(C)N1N=CC(=C1)C=1C=CC=2N(C1C(C)C)N=C(N2)N[C@H]2CN(CCC2)C2=NC1=C(N2C)C=CC(=C1)NC([O-])=O